CC(C)CCC[C@@H](C)[C@H]1CC[C@H]2[C@@H]3CC=C4C[C@H](CC[C@]4(C)[C@H]3CC[C@]12C)OCCCCOC[C@@H](COCCCCCCCC)N (2R)-1-{4-[(3β)-cholest-5-en-3-yloxy]butoxy}-3-(octyloxy)propan-2-amine